C(C1CCC(CC1)NC(=O)NCCCCCCCCCCCCN)C1CCC(CC1)NC(=O)NCCCCCCCCCCCCN 1,1'-[methylenebis(cyclohexane-1,4-diyl)]bis[3-(12-aminododecyl)urea]